1-linoleoylglycerol C(CCCCCCC\C=C/C\C=C/CCCCC)(=O)OCC(O)CO